S1C(=NC=C1)CNC(CC)=O N-(thiazol-2-ylmethyl)propanamide